4-chloro-3-(2-fluoro-6-hydroxyphenyl)-12-oxo-6a,7,9,10-tetrahydro-12H-pyrazino[2,1-c]Pyrido[3,4-f][1,4]Oxazepin-8(6H)-carboxylic acid tert-butyl ester C(C)(C)(C)OC(=O)N1CC2COC3=C(C(N2CC1)=O)C=NC(=C3Cl)C3=C(C=CC=C3O)F